sodium (E)-6,6'-(ethene-1,2-diyl)bis(3-((4-nitrophenyl)sulfonamido)benzenesulfonate) C(=C\C1=CC=C(C=C1S(=O)(=O)[O-])NS(=O)(=O)C1=CC=C(C=C1)[N+](=O)[O-])/C1=CC=C(C=C1S(=O)(=O)[O-])NS(=O)(=O)C1=CC=C(C=C1)[N+](=O)[O-].[Na+].[Na+]